O1CCC(=CC1)C1=C(C(=O)OC(C)(C)C)C(=CC=N1)C1=C(C=CC=C1)F tert-butyl 2-(3,6-dihydro-2H-pyran-4-yl)-4-(2-fluorophenyl)nicotinate